N-(5-Chloro-2-((2-methoxyethyl)carbamoyl)phenyl)-2,4,6-trimethylbenzamide ClC=1C=CC(=C(C1)NC(C1=C(C=C(C=C1C)C)C)=O)C(NCCOC)=O